N1N=CC2=CC(=CC=C12)CN[C@@H]1C[C@H]([C@H](CC1)NCC1=C(C=CC=C1)OCC)F (1S,2R,4S)-N4-((1H-Indazol-5-yl)methyl)-N1-(2-ethoxybenzyl)-2-fluorocyclohexane-1,4-diamine